C1(=CC=CC=C1)[C@@H]1N(C(OC12CC2)=O)C(\C=C\C2=C(C=CC=C2)C(F)(F)F)=O (S,E)-7-phenyl-6-(3-(2-(Trifluoromethyl)phenyl)acryloyl)-4-oxa-6-azaspiro[2.4]heptan-5-one